5-bromo-3-indole-butyrate BrC=1C=C2C(=CNC2=CC1)CCCC(=O)[O-]